C(=O)C=1C=C(C=CC1)CCS(=O)(=O)F (E)-2-(3-formylphenyl)ethane-1-sulfonyl fluoride